FC1(O[C@H]([C@H](N(C1)C(=O)C1=NN(C(=C1C1=NC=C(C=N1)F)C)C)CNC1=NC=CC(=N1)C(F)(F)F)C)F ((5R,6S)-2,2-Difluoro-6-methyl-5-(((4-(trifluoromethyl)pyrimidin-2-yl)amino)methyl)morpholino)(4-(5-fluoropyrimidin-2-yl)-1,5-dimethyl-1H-pyrazol-3-yl)methanone